N6-hydroxy-8-aza-adenosine ONC=1C=2N=NN([C@H]3[C@H](O)[C@H](O)[C@@H](CO)O3)C2N=CN1